1,2,4,5-tetrafluoro-3-isothiocyanato-6-[4-[2-[4-(trifluoromethoxy)phenyl]ethynyl]phenyl]benzene FC1=C(C(=C(C(=C1C1=CC=C(C=C1)C#CC1=CC=C(C=C1)OC(F)(F)F)F)F)N=C=S)F